C(C)(C)N(CCOC)CC#N (isopropyl-(2-methoxyethyl)amino)acetonitrile